C1(CCCCC1)N(C=1C=C2CCN3C(C2=CC1)=CC(=NC3=O)OC[C@H]3OCCOC3)C 9-(Cyclohexyl-methyl-amino)-2-((S)-1-[1,4]dioxan-2-ylmethoxy)-6,7-dihydro-pyrimido[6,1-a]isoquinolin-4-one